ClC=1C(=NC(=NC1)NC1=C(C=C2CCN(CC2=C1)C)OC)N1C=C(C2=CC(=CC=C12)F)CC(=O)O 2-(1-(5-Chloro-2-((6-methoxy-2-methyl-1,2,3,4-tetrahydroisoquinolin-7-yl)amino)pyrimidin-4-yl)-5-fluoro-1H-indol-3-yl)acetic acid